C1(=CC=CC=C1)C#CC1=C(C=CC=C1)NC1=CC2=CC=CC=C2C=C1 2-((2-(phenylethynyl)phenyl)amino)naphthalene